NC1=C(C=C(C(=N1)CC(=O)OC)F)Br methyl 2-(6-amino-5-bromo-3-fluoropyridin-2-yl)acetate